N-(4-(bicyclo[3.1.0]hexan-3-yloxy)-3,5-difluorophenyl)-2-(3-ethyl-3-(hydroxymethyl)azetidin-1-yl)-5-(2,2,2-trifluoroethyl)thiazole-4-carboxamide C12CC(CC2C1)OC1=C(C=C(C=C1F)NC(=O)C=1N=C(SC1CC(F)(F)F)N1CC(C1)(CO)CC)F